C(CC)NC1=NC=CC(=C1)C=1C=C2C(=NNC2=CC1)N 5-(2-(Propylamino)pyridin-4-yl)-1H-indazol-3-amine